C(CCCCCCC)N(CCCCCCCC)CN1N=NC2=C1C=CC(=C2)C(=O)O 1-[N,N-bis(1-octyl)aminomethyl]-5-carboxybenzotriazole